2-(2-(ethylsulfanyl)-5-(4-(trifluoromethoxy)phenyl)pyrazolo[1,5-a]pyrimidin-3-yl)-3-methyl-6-(trifluoromethyl)-3H-imidazo[4,5-c]pyridine C(C)SC1=NN2C(N=C(C=C2)C2=CC=C(C=C2)OC(F)(F)F)=C1C1=NC2=C(C=NC(=C2)C(F)(F)F)N1C